C(C)(=O)C1=NN(C2=CN=C(C=C21)C=2C=NC(=NC2)C)CC(=O)N2[C@@H]1C[C@@]1(C[C@H]2C(=O)NC2=NC(=CC=C2C)Br)C#N (1R,3S,5S)-2-(2-(3-acetyl-5-(2-methylpyrimidin-5-yl)-1H-pyrazolo[3,4-c]pyridin-1-yl)acetyl)-N-(6-bromo-3-methylpyridin-2-yl)-5-cyano-2-azabicyclo[3.1.0]hexane-3-carboxamide